((5-(2-(dimethylamino)ethyl)benzo[d]thiazol-2-yl)methyl)carbamic acid tert-butyl ester C(C)(C)(C)OC(NCC=1SC2=C(N1)C=C(C=C2)CCN(C)C)=O